FC1=C(C(=CC=C1)F)C(CCC[C@@H](C)[C@H]1CC[C@H]2[C@@H]3C(C[C@H]4[C@H]([C@H](CC[C@]4(C)[C@H]3CC[C@]12C)O)O)=O)O 24-[(2,6-difluorophenyl)(hydroxyl)methyl]-4β-hydroxyl-3β-hydroxyl-5α-cholan-7-one